1-Acetyl-N-(2-methoxy-5-(4-(trifluoromethyl)phenoxy)phenyl)pyrrolidine-3-carboxamide C(C)(=O)N1CC(CC1)C(=O)NC1=C(C=CC(=C1)OC1=CC=C(C=C1)C(F)(F)F)OC